O1C(OCC1)CCC(C(C)C)=O 1-(1,3-Dioxolan-2-yl)-4-methylpentan-3-one